FC(C1(CC1)C(=O)N1CC2(C1)CNCC2C(=O)O)(F)F 2-(1-(trifluoromethyl)cyclopropane-1-carbonyl)-2,6-diazaspiro[3.4]octane-8-carboxylic acid